C(C1=CC=CC=C1)O[C@]1(C2=NN=C(C3=C(C=C(C(NC(CC=CCC1)C1=CC=C(C=C1)F)=N3)C(F)(F)F)[N+](=O)[O-])O2)C(F)(F)F (6R)-6-Benzyloxy-12-(4-fluorophenyl)-17-nitro-6,15-bis(trifluoromethyl)-19-oxa-3,4,13,18-tetrazatricyclo[12.3.1.12,5]nonadeca-1(17),2,4,9,14(18),15-hexaene